C(=CC)N1NC2=NC(NN=C2C1=O)NC1=NC=C(C=C1)N1CCN(CC1)C 6-propenyl-3-((5-(4-methylpiperazin-1-yl)pyridin-2-yl)amino)-5,6-dihydro-3H-pyrazolo[3,4-e][1,2,4]triazin-7-one